FC(C(C(C(F)(F)F)(F)F)(F)F)(S(=O)O)F perfluorobutanesulfinic acid